trans-5-((5-(3-(5-(tert-butyl)furan-2-yl)cyclopentyl)-1H-pyrazol-3-yl)amino)-4-fluoro-2,3-dihydrobenzo[d]isothiazole 1,1-dioxide C(C)(C)(C)C1=CC=C(O1)[C@@H]1C[C@H](CC1)C1=CC(=NN1)NC=1C=CC2=C(CNS2(=O)=O)C1F